lithium bis(2-methoxyethoxy)aluminum hydride COCCO[AlH]OCCOC.[Li]